C1(CC1)C1=C(N=C(S1)NC1=C(C(=O)O)C=C(C=N1)C(F)(F)F)C1=CC=C(C=C1)C1=NC=CC=N1 2-(5-cyclopropyl-4-(4-(pyrimidin-2-yl)phenyl)thiazol-2-ylamino)-5-(trifluoromethyl)nicotinic acid